N,N-di(cis-4-isopropylcyclohexyl)-5-(cis-4-n-butylcyclohexylcarbonylamino)isophthalamide C(C)(C)[C@H]1CC[C@H](CC1)N(C(C1=CC(C(=O)N)=CC(=C1)NC(=O)[C@@H]1CC[C@@H](CC1)CCCC)=O)[C@@H]1CC[C@@H](CC1)C(C)C